P(=O)(OC[C@H]1O[C@@]([C@@H]2OC(O[C@@H]21)(C)C)(C#N)C2=CC=C1C(=NC=NN12)N)(OC1=C(C=CC=C1)Cl)OCCOCCCCCCCC ((3aR,4R,6R,6aR)-6-(4-aminopyrrolo[2,1-f][1,2,4]triazin-7-yl)-6-cyano-2,2-dimethyltetrahydrofuro[3,4-d][1,3]dioxol-4-yl)methyl (2-chlorophenyl) (2-(octyloxy)ethyl) phosphate